(E)-8-decenal C(CCCCCC\C=C\C)=O